Butyl-2-((6aR,10aR)-6a,7,10,10a-tetrahydro-1-hydroxy-6,6,9-trimethyl-6H-benzo[c]chromen-3-yl)acetate C(CCC)OC(CC1=CC(=C2[C@H]3[C@H](C(OC2=C1)(C)C)CC=C(C3)C)O)=O